OC1=CC=C(C(=O)O)C=C1.C(C(=O)C)(=O)OC1=C(C=CC=C1)O Hydroxyphenyl pyruvate (p-Hydroxybenzoate)